BrCCCCCCCC(=O)N(C)OC 8-bromo-N-methoxy-N-methyloctanamide